O1C(CCCCCC=CCCCCCCCC1)=O Oxacycloheptadec-8-en-2-one